COC=1C=C(C=CC1OCC1=CC=CC=C1)/C=C/C(=O)C1=CC=C(C=C1)S(=O)(=O)N(CC(=O)O)C 2-[[4-[(E)-3-(3-Methoxy-4-phenylmethoxyphenyl)prop-2-enoyl]phenyl]sulfonyl-methylamino]acetic acid